2,2-dimethyl-N-(1-methylpiperidin-4-yl)-N-(pent-4-yn-1-yl)tetrahydrofurano[3,4-d][1,3]Dioxole-4-carboxamide CC1(OC2C(O1)COC2C(=O)N(CCCC#C)C2CCN(CC2)C)C